O[C@@]1(CC[C@@H]2[C@H]3CC[C@@]4([C@H](CC[C@H]4[C@@H]3CC[C@@H]2C1)[C@@](CN1N=CC(=C1)C#N)(C)OC)C)CCC 1-((R)-2-((3R,5R,8R,9R,10S,13S,14S,17S)-3-hydroxy-13-methyl-3-propylhexadecahydro-1H-cyclopenta[a]phenanthren-17-yl)-2-methoxypropyl)-1H-pyrazole-4-carbonitrile